3-(4-Benzyloxy-6-methyl-2-pyridinyl)-2-chloro-6-(trifluoromethyl)pyridine C(C1=CC=CC=C1)OC1=CC(=NC(=C1)C)C=1C(=NC(=CC1)C(F)(F)F)Cl